CC1=NC2=CC=CC=C2C=C1C=O (2-methylquinolin-3-yl)methanone